2-[2-(aminomethyl)-3,3-difluoro-allyl]-4-[[5-(2,1,3-benzoxadiazol-5-yl)-2-thienyl]methyl]-1,2,4-triazol-3-one NCC(CN1N=CN(C1=O)CC=1SC(=CC1)C1=CC=2C(=NON2)C=C1)=C(F)F